4,4'-((2-hydroxyethyl)azanediyl)bis(N-((Z)-octadec-9-en-1-yl)butanamide) OCCN(CCCC(=O)NCCCCCCCC\C=C/CCCCCCCC)CCCC(=O)NCCCCCCCC\C=C/CCCCCCCC